1-methyl-2-oxo-4-{4-[4-(trifluoromethyl)phenoxy]piperidin-1-yl}-1,2-dihydroquinoline-3-carbonitrile CN1C(C(=C(C2=CC=CC=C12)N1CCC(CC1)OC1=CC=C(C=C1)C(F)(F)F)C#N)=O